(S)-4-Benzyl-morpholine-2-carboxylic acid C(C1=CC=CC=C1)N1C[C@H](OCC1)C(=O)O